1-(4-iodo-5-methylpyridin-2-yl)ethanone IC1=CC(=NC=C1C)C(C)=O